3-chloro-4-fluorobenzyl-2-bromo-4-fluorobenzyl bromide ClC=1C=C(CC(C2=C(C=C(C=C2)F)Br)Br)C=CC1F